COC1=CC=C(C=C1)C(OC[C@H]1[C@@H](C[C@H](O1)N1C(NC=CC1=O)=O)O)(C1=CC=CC=C1)C1=CC=C(C=C1)OC 3-((2S,4R,5S)-5-((bis(4-methoxyphenyl)(phenyl)methoxy)methyl)-4-hydroxytetrahydrofuran-2-yl)pyrimidine-2,4(1H,3H)-dione